CC1(C2=CC=CC=C2C=2C=CC(=CC12)C=1C=C(C=CC1)C1=CC(=CC=C1)C1=NC(=CC(=N1)C1=CC=CC=C1)C1=CC=CC=C1)C 2-(3'-(9,9-dimethyl-9H-fluoren-2-yl)-[1,1'-biphenyl]-3-yl)-4,6-diphenylpyrimidine